CC1CC2CCC(C1N2C)C(=O)OC methyl 7,8-dimethyl-8-aza-bicyclo[3.2.1]octane-2-carboxylate